O=S1(C2=C(C(=C1)C(=O)N1CCCC1)C=CC=C2)=O (1,1-dioxidobenzo[b]thiophen-3-yl)(pyrrolidin-1-yl)methanone